C(C=C)(=O)OC1=C(C=C(C=C1C(C)(C)C)C)CC1=C(C(=CC(=C1)C)C(C)(C)C)O 2,2'-methylenebis(4-methyl-6-t-butylphenol) monoacrylate